1,1'-(3,3'-dimethyl[1,1'-biphenyl]-4,4'-diyl)bis{2,4-diamino-3-[(E)-diazenyl]naphthalene-1-sulfonic acid} CC=1C=C(C=CC1C1(C(C(=C(C2=CC=CC=C12)N)\N=N\[H])N)S(=O)(=O)O)C1=CC(=C(C=C1)C1(C(C(=C(C2=CC=CC=C12)N)\N=N\[H])N)S(=O)(=O)O)C